ClC1=CC(=NC=C1OC1=CC=CC=C1)NC=1C2=C(N=CN1)C=CC(=N2)N2[C@@H]1CN([C@H](C2)C1)C(C=C)=O 1-((1S,4S)-5-(4-((4-chloro-5-phenoxypyridin-2-yl)amino)pyrido[3,2-d]pyrimidin-6-yl)-2,5-diazabicyclo[2.2.1]heptan-2-yl)prop-2-en-1-one